O1CCN(CC1)C(CS(=O)(=O)O)(C)O β-Morpholino-2-hydroxypropanesulfonic acid